C(\C=C\C(=O)[O-])(=O)[O-].[Na+].[Na+] disodium fumarate